ClC1=C(C=C(C2=C1C(=CO2)C=2CNCCC2)Cl)F 3-(4,7-Dichloro-5-fluoro-1-benzofuran-3-yl)-1,2,5,6-tetrahydropyridine